(+-)-trans-N-(8-amino-6-chloro-2,7-naphthyridin-3-yl)-2-fluoro-cyclopropanecarboxamide NC=1N=C(C=C2C=C(N=CC12)NC(=O)[C@H]1[C@@H](C1)F)Cl |r|